FC1=C(C=CC(=C1)F)N1N=C(C(C1(C(=O)NCCN1CCOCC1)C)C=1SC=CC1)C1=CC=C(C=C1)F 1-(2,4-difluorophenyl)-3-(4-fluorophenyl)-5-methyl-N-(2-morpholinylethyl)-4-(thiophen-2-yl)-4,5-dihydro-1H-pyrazole-5-carboxamide